6-(1H-imidazol-1-yl)-N-(2-(trifluoromethyl)pyridin-4-yl)picolinamide methyl-3-[1-(4-fluorophenyl)-5-{2-phenyl-1H-pyrrolo[2,3-b]pyridin-4-yl}-1,2,4-triazol-3-yl]propanoate COC(CCC1=NN(C(=N1)C1=C2C(=NC=C1)NC(=C2)C2=CC=CC=C2)C2=CC=C(C=C2)F)=O.N2(C=NC=C2)C2=CC=CC(=N2)C(=O)NC2=CC(=NC=C2)C(F)(F)F